Cl.N1CC(CCC1)C=1NC(NN1)=O 5-(piperidin-3-yl)-2,4-dihydro-3H-1,2,4-triazol-3-one hydrochloride